C(C(=C)C)(=O)OC(C)CCCCCC s-octyl methacrylate